N1N=NC=C1C1[C@H]2CN(C[C@@H]12)C1=NN=C(O1)C=1C=NC(=NC1)NCC1=CC(=C(C=C1)Cl)Cl 5-(5-((1R,5S,6r)-6-(1H-1,2,3-Triazol-5-yl)-3-azabicyclo[3.1.0]hexan-3-yl)-1,3,4-oxadiazol-2-yl)-N-(3,4-dichlorobenzyl)pyrimidin-2-amine